1-(3-fluoro-4-(3-(pyridin-4-yl)ureido)phenyl)-7-methoxy-[1,2,4]triazolo[4,3-a]quinoxaline-8-carboxamide FC=1C=C(C=CC1NC(=O)NC1=CC=NC=C1)C1=NN=C2N1C1=CC(=C(C=C1N=C2)OC)C(=O)N